n-octadecyl 3,5-di-tertiary butyl-4-hydroxy-phenyl-propionate C(C)(C)(C)C=1C=C(C=C(C1O)C(C)(C)C)C(C(=O)OCCCCCCCCCCCCCCCCCC)C